ClC=1C=C(SC1Cl)S(=O)(=O)NC1C(N(CCC1)C1=C(C=C(C=C1)C1=C(C=CC=C1)OC)F)=O 4,5-Dichloro-N-(1-(3-fluoro-2'-methoxy-[1,1'-biphenyl]-4-yl)-2-oxopiperidin-3-yl)-thiophen-2-sulfonamid